4-(2,3-diaminophenyl)-1-methylpiperazin-2-one NC1=C(C=CC=C1N)N1CC(N(CC1)C)=O